COC1=CC=C2CCC(CC2=C1)=O 7-methoxy-3,4-dihydro-2-naphthalenone